amino-N-isopentyl-[3,3'-bipyridine]-5-carboxamide NC1=NC=C(C=C1C=1C=NC=CC1)C(=O)NCCC(C)C